BrC1=CC(=C(C(=O)NC2=NC(=CC(=C2)C)N2CCC(CC2)(F)F)C=C1)N1CCC2(CC2)CC1 4-bromo-N-(6-(4,4-difluoropiperidin-1-yl)-4-methylpyridin-2-yl)-2-(6-azaspiro[2.5]octan-6-yl)benzamide